2-Dimethylamino-N-[(4-fluorophenyl)-methyl]-4-methyl-6-[(3R)-3-methyl-morpholin-4-yl]-pyridine-3-carboxylic acid amide CN(C1=NC(=CC(=C1C(=O)NCC1=CC=C(C=C1)F)C)N1[C@@H](COCC1)C)C